methyl (5'S)-3'-oxo-tetrahydrospiro[piperidine-4,2'-pyrrolo[2,1-b][1,3]oxazole]-5'-carboxylate O=C1N2C(OC13CCNCC3)CC[C@H]2C(=O)OC